C[C@H]1[C@@H]([C@H]([C@@H]([C@@H](O1)O[C@@H]2[C@H]([C@@H](O[C@@H]([C@H]2O)CO)O)NC(=O)C)NC(=O)C)O[C@@H]3[C@@H]([C@H]([C@@H]([C@H](O3)CO[C@H]4[C@@H]([C@H]([C@@H]([C@H](O4)CO)O)O)O)O)O)NC(=O)C)O The molecule is a linear tetrasaccharide derivative consisting of beta-D-glucose, N-acetyl-alpha-D-fucosamine, N-acetyl-alpha-L-quinovosamine and N-acetyl-beta-D-glucosamine residues linked sequentially (1->6), (1->3) and (1->3). It forms an important epitope of the Proteus vulgaris O-specific polysaccharide. It has a role as an epitope.